C(CCCCCCCCC)OC(CCCN(CCCCC(=O)[O-])CCO)=O 5-((4-(decyloxy)-4-oxobutyl)(2-hydroxyethyl)amino)pentanoate